C[C@@H](CC=O)CCC=C(C)C |r| (±)-3,7-Dimethyl-6-octenal